(R)-8-(2-((R)-2,2-Dimethylcyclohexyl)thiazol-5-yl)-9-oxooctahydro-2H-pyrazino[1,2-a]pyrazin CC1([C@@H](CCCC1)C=1SC(=CN1)N1C([C@@H]2N(CCNC2)CC1)=O)C